N,N,N-trimethyl-(4-tert-butylbenzyl)ammonium trifluoromethanesulfonate FC(S(=O)(=O)[O-])(F)F.C[N+](C)(C)CC1=CC=C(C=C1)C(C)(C)C